(S)-(8-fluoro-6-nitro-2,3-dihydrobenzo[b][1,4]dioxin-2-yl)methanol FC1=CC(=CC2=C1O[C@H](CO2)CO)[N+](=O)[O-]